methyl 4-((2R,5S)-3-(4-nitro-3-(trifluoromethyl)phenyl)-2-(trifluoromethyl)oxazolidine-5-carbonyl)piperazine-1-carboxylate [N+](=O)([O-])C1=C(C=C(C=C1)N1[C@H](O[C@@H](C1)C(=O)N1CCN(CC1)C(=O)OC)C(F)(F)F)C(F)(F)F